CO[C@@H](CN(CCCCC1=NC=2NCCCC2C=C1)C(C(=O)O)CC)C.C(CCC)(=O)O butanoic acid (((R)-2-methoxypropyl)(4-(5,6,7,8-tetrahydro-1,8-naphthyridin-2-yl)butyl)amino)butanoate